C1(CC1)N1CCN(CC1)C=1C=C(C(=NC1)C(C)OC)C=1N(C2=CC=CC=C2C1)CC 2-(5-(4-cyclopropylpiperazin-1-yl)-2-(1-methoxyethyl)pyridin-3-yl)-1-ethyl-1H-indole